(S)-9-(2-Chloro-4-fluorophenyl)-7-((5-imino-1-methyl-1,5-dihydro-4H-1,2,4-triazol-4-yl)methyl)-4-(1-(4-methoxypyridin-2-yl)ethyl)-3,4-dihydrobenzo[f][1,4]oxazepin-5(2H)-one ClC1=C(C=CC(=C1)F)C1=CC(=CC=2C(N(CCOC21)[C@@H](C)C2=NC=CC(=C2)OC)=O)CN2C=NN(C2=N)C